OC1=C(C=CC=C1)C1=CC(=CN=N1)N1CCC(CC1)(C(=O)O)C1=NOC(=C1)C 1-[6-(2-hydroxyphenyl)pyridazin-4-yl]-4-(5-methyl-1,2-oxazol-3-yl)piperidine-4-carboxylic acid